C(CCCCCCCCCCCOCCOCCOCCOCCCCCCCCCCC#C)NC(=O)C1=CSC=C1 N-(13,16,19,22-tetraoxa-33-tetratriacontyn-1-yl)thiophene-3-carboxamide